N-(2-(4,4-difluorocyclohexyl)-4-(2,5-difluorophenyl)pyridin-3-yl)-3-morpholinoisoxazole-5-carboxamide FC1(CCC(CC1)C1=NC=CC(=C1NC(=O)C1=CC(=NO1)N1CCOCC1)C1=C(C=CC(=C1)F)F)F